tert-butyl N-[4-[4-[[3-carbamoyl-1-(4-formylphenyl)pyrazol-4-yl]carbamoyl]oxazol-2-yl]-2-pyridyl]-N-(2,2,2-trifluoroethyl)carbamate C(N)(=O)C1=NN(C=C1NC(=O)C=1N=C(OC1)C1=CC(=NC=C1)N(C(OC(C)(C)C)=O)CC(F)(F)F)C1=CC=C(C=C1)C=O